C(CCC\C=C/C\C=C/C\C=C/C\C=C/CCCCC)(=O)OC[C@@H](OC(CCC\C=C/C\C=C/C\C=C/C\C=C/CCCCC)=O)COP(=O)(O)OCCN 1,2-diarachidonoyLsn-glycero-3-phosphoethanolamine